ClCC(CSCC(CCl)O)O di(3-chloro-2-hydroxypropyl) sulfide